2-(3-methoxypyridin-2-yl)acetonitrile COC=1C(=NC=CC1)CC#N